[SiH2]1C=CC2=C1C=CC=C2 benzo-silole